(S)-2-(2-(5-(tert-Butoxycarbonylamino)-3-carbamoyl-1H-indazol-1-yl)-N-(1-(tert-butyldimethylsilyloxy)propan-2-yl)acetamido)acetic acid C(C)(C)(C)OC(=O)NC=1C=C2C(=NN(C2=CC1)CC(=O)N([C@H](CO[Si](C)(C)C(C)(C)C)C)CC(=O)O)C(N)=O